3-({phenyl[4-(propan-2-yl)phenyl]methyl}carbamoyl)cyclopentane-1-carboxylic acid C1(=CC=CC=C1)C(C1=CC=C(C=C1)C(C)C)NC(=O)C1CC(CC1)C(=O)O